C(C)(C)(C)C1=C(O[Na])C(=CC(=C1)CN(C)C)C(C)(C)C [2,6-di-tert-butyl-4-(dimethylaminomethyl)phenoxy]-sodium